(2R,3S,5R)-5-(6-(3-(2-acetoxy-4,6-dimethylphenyl)-3-methylbutanamido)-2-fluoro-9H-purin-9-yl)-2-ethynyl-2-((isobutyryloxy)methyl)tetrahydrofuran-3-yl isobutyrate C(C(C)C)(=O)O[C@@H]1[C@](O[C@H](C1)N1C2=NC(=NC(=C2N=C1)NC(CC(C)(C)C1=C(C=C(C=C1C)C)OC(C)=O)=O)F)(COC(C(C)C)=O)C#C